2-[2-[(3aS,7aS)-3a-(3,4-dimethoxyphenyl)-1-methyl-2,3,4,5,7,7a-hexahydroindol-6-ylidene]hydrazino]-2-oxo-acetic acid COC=1C=C(C=CC1OC)[C@@]12CCN([C@H]2CC(CC1)=NNC(C(=O)O)=O)C